CN1C(CCCC1)C(=O)O N-methylpiperidine-2-carboxylic acid